C1=CC=C2C(=C1)C=C(N2)N indolamine